2-(2,6-dioxo-3-piperidyl)-4-(2-piperazin-1-ylethoxy)isoindoline-1,3-dione dihydrochloride Cl.Cl.O=C1NC(CCC1N1C(C2=CC=CC(=C2C1=O)OCCN1CCNCC1)=O)=O